ClC1=C(C(=C(C=C1OC)OC)Cl)C1=CC2=C(N=C(N=C2)N[C@@H]2CNCC[C@@H]2NC(C=C)=O)C(O1)=O N-((3R,4S)-3-((6-(2,6-dichloro-3,5-dimethoxyphenyl)-8-oxo-8H-pyrano[3,4-d]pyrimidin-2-yl)amino)piperidin-4-yl)acrylamide